(S)-6-(5-(((2-(7-fluoro-1-(2-methoxyethyl)-2-oxo-1,2-dihydroquinolin-8-yl)ethyl)amino)methyl)-2-oxooxazolidin-3-yl)-2H-pyrazino[2,3-b][1,4]oxazin-3(4H)-one FC1=CC=C2C=CC(N(C2=C1CCNC[C@H]1CN(C(O1)=O)C1=NC2=C(OCC(N2)=O)N=C1)CCOC)=O